[S+2].[S-2].[Zn+2].[Pb+2].[S-2].[S-2] lead zinc sulfide sulfur